Octylferrocene CCCCCCCC[C]1[CH][CH][CH][CH]1.[CH]1[CH][CH][CH][CH]1.[Fe]